1-[3-(4-methoxyphenyl)-1,2,4-oxadiazol-5-yl]-N-(pyrrolidin-3-ylmethyl)piperidine-4-carboxamide COC1=CC=C(C=C1)C1=NOC(=N1)N1CCC(CC1)C(=O)NCC1CNCC1